O-ACETYL-SALICYLIC ACID C(C)(=O)OC(C=1C(O)=CC=CC1)=O